ClC1=C(C(=CC=C1)C1=NC2=C(N1)C=C(C(=C2)OC)F)C=2C(=CC(=CC2)C(N[C@H](COC)C2=CC=CC=C2)=O)C(=O)O (S)-2'-chloro-6'-(6-fluoro-5-methoxy-1H-1,3-benzodiazol-2-yl)-4-{[(1S)-2-methoxy-1-phenylethyl]carbamoyl}-[1,1'-biphenyl]-2-carboxylic acid